5-Amino-2-Chlorotoluene-4-Sulfonic Acid NC=1C(=CC(=C(C)C1)Cl)S(=O)(=O)O